CC1=CC=C(C=C1)S(=O)(=O)OCCOCCOCCOCCOCCOCCOCCOCCOCCO 2-[2-[2-[2-[2-[2-[2-[2-(2-hydroxyethoxy)ethoxy]ethoxy]ethoxy] ethoxy]ethoxy]ethoxy]ethoxy]ethyl 4-methylbenzenesulfonate